C(C)(C)(C)OC(=O)N1C(CC(CC1)N(C)C=1N=NC(=CC1)I)C tert-butyl-4-[(6-iodopyridazin-3-yl)(methyl)amino]-2-methylpiperidine-1-carboxylate